BrC1=NC(=CC=C1)C1=CN=NN1C(C)C 2-bromo-6-(1-isopropyl-1H-1,2,3-triazol-5-yl)pyridine